N-ethyl-N-(7-(ethyl(methyl)amino)-3H-phenoxazin-3-ylidene)ethanaminium C(C)[N+](CC)=C1C=CC2=NC3=CC=C(C=C3OC2=C1)N(C)CC